O=C1NC(CCC1N1C(C2=CC=C(C=C2C1=O)N1CCC(CC1)CN1CCC(CC1)N1CCN(CC1)C1=C(C=C(C(=C1)OC)[N+](=O)[O-])C=1C=NN(C1)C)=O)=O 2-(2,6-dioxopiperidin-3-yl)-5-(4-((4-(4-(5-methoxy-2-(1-methyl-1H-pyrazol-4-yl)-4-nitrophenyl)piperazin-1-yl)piperidin-1-yl)methyl)piperidin-1-yl)isoindoline-1,3-dione